3,9-bis(2-(3-(3-t-butyl-4-hydroxy-5-methylphenyl)propionyloxy)-1,1-dimethylethyl)-2,4,8,10-tetraoxaspiro[5.5]undecane C(C)(C)(C)C=1C=C(C=C(C1O)C)CCC(=O)OCC(C)(C)C1OCC2(CO1)COC(OC2)C(COC(CCC2=CC(=C(C(=C2)C)O)C(C)(C)C)=O)(C)C